BrC=1N=C(SC1CN(C(OC(C)(C)C)=O)C)C tert-butyl ((4-bromo-2-methylthiazol-5-yl)methyl)(methyl)carbamate